C(C)OC1=CC(=CC(=N1)C(=O)O)C1=C(C=C(C=C1)F)C1=NN=CN1C 6-Ethoxy-4-[4-fluoro-2-(4-methyl-1,2,4-triazol-3-yl)phenyl]pyridine-2-carboxylic acid